BrC(=C(C)C)C 3-bromo-2-methyl-2-butene